C(C1=CC=CC=C1)N1N=C(N=C1)C(=O)N[C@@H]1C(N(C=2N(CC1)N=C(C2C)C)C)=O (S)-1-benzyl-N-(2,3,4-trimethyl-5-oxo-5,6,7,8-tetrahydro-4H-pyrazolo[1,5-a][1,3]diazepin-6-yl)-1H-1,2,4-triazole-3-carboxamide